[Rh].C1(CCCC1)N1CC(CCC1)C(=O)C1=CC2=CC=C(C=C2C=C1)S(=O)(=O)C (1-Cyclopentylpiperidin-3-yl)(6-(methylsulfonyl)naphthalen-2-yl)methanone rhodium